2-((7-chloro-5-((4-cyclopentyl-3-(trifluoromethyl)benzyl)oxy)-1H-indol-1-yl)methyl)cyclobutane-1-carboxylic acid ClC=1C=C(C=C2C=CN(C12)CC1C(CC1)C(=O)O)OCC1=CC(=C(C=C1)C1CCCC1)C(F)(F)F